(S)-N,N-dimethyl-2-(5-(5-methyl-3,4,5,6-tetrahydropyridin-2-yl)benzo[d]thiazol-2-yl)ethanamine CN(CCC=1SC2=C(N1)C=C(C=C2)C2=NC[C@H](CC2)C)C